N1=C(N=C(N=C1CN)CN)CN 1,3,5-triazine-2,4,6-tris(methylamine)